5-(4-((6-((N-ethylsulfamoyl)amino)pyridazin-4-yl)methyl)piperazin-1-yl)-6-fluoro-N-methylpicolinamide C(C)NS(=O)(=O)NC1=CC(=CN=N1)CN1CCN(CC1)C=1C=CC(=NC1F)C(=O)NC